C1=C(C=CC2=CC=CC=C12)C=1N=C2OC=CN2C1C(=O)NCCCNC(OC(C)(C)C)=O Tert-butyl (3-(6-(naphthalen-2-yl)imidazo[2,1-b]oxazole-5-carboxamido)propyl)carbamate